C(CC(O)(C(=O)O)CC(=O)O)(=O)O.OCC(=O)N1CC(CC1)C(=O)N 1-(2-hydroxyacetyl)pyrrolidine-3-carboxamide citrate